[Cl-].NC(N1N=CC=C1)=[NH2+] [amino(pyrazol-1-yl)methylene]ammonium chloride